ethylbenzene-1-sulfonyl chloride C(C)C1=C(C=CC=C1)S(=O)(=O)Cl